3-(8-chloro-2-methylquinolin-3-yl)piperidine-2,6-dione ClC=1C=CC=C2C=C(C(=NC12)C)C1C(NC(CC1)=O)=O